6-ethyl-2,2,4,5,5-pentamethyltetrahydro-2H-pyran-4-ol C(C)C1C(C(CC(O1)(C)C)(O)C)(C)C